1-(4-Nitro-phenyl)-1H-benzimidazole [N+](=O)([O-])C1=CC=C(C=C1)N1C=NC2=C1C=CC=C2